C(C)(C)(C)OC(=O)N1C=CC2=C(C(=CC(=C12)C)OC)CN1C(CNCC1)C1=C2C=CN(C2=C(C=C1)C(=O)OC)C(=O)OC(C)(C)C 1-(tert-butyl) 7-methyl 4-(1-((1-(tert-butoxycarbonyl)-5-methoxy-7-methyl-1H-indol-4-yl)methyl)piperazin-2-yl)-1H-indole-1,7-dicarboxylate